4-(3-(3-(2,2-Dimethyltetrahydro-2H-pyran-4-yl)-8-methoxy-[1,2,4]triazolo[4,3-a]pyridin-7-yl)-4-fluorophenyl)-7-ethyl-7H-imidazo[4,5-c]pyridazine CC1(OCCC(C1)C1=NN=C2N1C=CC(=C2OC)C=2C=C(C=CC2F)C=2C1=C(N=NC2)N(C=N1)CC)C